((S)-1-(4-fluorophenyl)-3,4-dihydroisoquinolin-2(1H)-yl)((R)-4-methylenetetrahydrofurane-2-yl)methanone FC1=CC=C(C=C1)[C@@H]1N(CCC2=CC=CC=C12)C(=O)[C@@H]1OCC(C1)=C